FC1(CN(C1)C1=NC(=NO1)C1=CC(=C(C=C1)C)[N+](=O)[O-])F 5-(3,3-difluoroazetidin-1-yl)-3-(4-methyl-3-nitrophenyl)-1,2,4-oxadiazole